N1CCSCCC1 4-thiaazacycloheptane